dimethylsilylbis(4,5,6,7-tetrahydroindenyl)zirconium C[SiH](C)[Zr](C1C=CC=2CCCCC12)C1C=CC=2CCCCC12